C(#N)C1=C(C=C(C=C1)C=1N=C2C(=NC1)N=C(S2)NC(C2=C(C=NC=C2)C2=C(C=CC=C2)OC)=O)OC N-(6-(4-cyano-3-methoxyphenyl)thiazolo[4,5-b]pyrazin-2-yl)-3-(2-methoxyphenyl)isonicotinamide